C1(CC1)N(CC(=O)N1CCC(CC1)C=1C=C2C(=C(NC2=CC1)C=1C=C(C=2N(C1)N=CN2)C)C(C)C)CCO 2-(cyclopropyl-(2-hydroxyethyl)amino)-1-(4-(3-isopropyl-2-(8-methyl-[1,2,4]triazolo[1,5-a]pyridin-6-yl)-1H-indol-5-yl)piperidin-1-yl)ethan-1-one